4-(2-oxo-5-(3-oxopropyl)-3-(2-oxa-6-azaspiro[3.3]hept-6-yl)pyrazin-1(2H)-yl)benzonitrile O=C1N(C=C(N=C1N1CC2(COC2)C1)CCC=O)C1=CC=C(C#N)C=C1